FC1=C(C=CC(=C1)C=1C=C(C=2N=C(N=CC2N1)N[C@@H]1CNC[C@H](C1)F)C)NS(=O)(=O)CC1=CC=CC=C1 N-(2-fluoro-4-(2-(((3S,5S)-5-fluoropiperidin-3-yl)amino)-8-methylpyrido[3,2-d]pyrimidin-6-yl)phenyl)-1-phenyl-methanesulfonamide